Methoxyethen COC=C